The molecule is a primary amino compound that is phosphonic acid having a 1-aminoethyl group attached to the phosphorus. It is a member of phosphonic acids and a primary amino compound. It derives from a phosphonic acid. It is a conjugate acid of a (S)-(1-aminoethyl)phosphonate. It is an enantiomer of a (R)-(1-aminoethyl)phosphonic acid. C[C@@H](N)P(=O)(O)O